1-(3-chlorophenethyl)-2-methyl-4-((4-(methylsulfonyl)phenoxy)methyl)pyrrolidine ClC=1C=C(CCN2C(CC(C2)COC2=CC=C(C=C2)S(=O)(=O)C)C)C=CC1